(R)-3-(2-hydroxy-4-(pyrimidin-2-yl)phenyl)-4-methyl-6-((1-methylpiperidin-3-yl)amino)-1,2,4-triazine-5(4H)-one OC1=C(C=CC(=C1)C1=NC=CC=N1)C1=NN=C(C(N1C)=O)N[C@H]1CN(CCC1)C